C(C)(C)C1=C(NC2=CC=C(C=C12)OCC1CN(C1)C)C=1C(=C(C=2N(C1)C=NN2)C)C 6-(3-isopropyl-5-((1-methylazetidin-3-yl)methoxy)-1H-indol-2-yl)-7,8-dimethyl-[1,2,4]triazolo[4,3-a]pyridine